C(C(=C)C)(=O)OCCCCCCCCCCCC dodecyl methacrylate